C1=CC=CC=2C3=CC=CC=C3C(C12)COC(=O)N[C@H](C(=O)O)CC1=CN=C(N1COCC1=CC=C(C=C1)OC)C(C)C (S)-2-((((9H-fluoren-9-yl)methoxy)carbonyl)amino)-3-(2-isopropyl-1-(((4-methoxybenzyl)oxy)methyl)-1H-imidazol-5-yl)propanoic acid